C(C)(C)(C)[S@@](=O)NC(C)C1=CC(=C(C(=O)OC)C(=C1)F)F methyl 4-(1-(((R)-tert-butylsulfinyl) amino) ethyl)-2,6-difluorobenzoate